(4-bromophenyl)dimethylphenyl-borane BrC1=CC=C(C=C1)C1=C(C=CC=C1)B(C)C